(3R)-3-(5-(8-(((1s,3s)-adamantan-1-yl)amino)oct-1-yn-1-yl)-4-oxo-2-(trifluoromethyl)quinazolin-3(4H)-yl)piperidine-2,6-dione C12(CC3CC(CC(C1)C3)C2)NCCCCCCC#CC2=C3C(N(C(=NC3=CC=C2)C(F)(F)F)[C@H]2C(NC(CC2)=O)=O)=O